NC(C(=O)O)CC1=CC=C(C=C1)Br 2-amino-3-(4-bromophenyl)propionic acid